6-methoxy-N-(3-methoxy-4-(oxazol-5-yl)phenyl)chromane-3-carboxamide COC=1C=C2CC(COC2=CC1)C(=O)NC1=CC(=C(C=C1)C1=CN=CO1)OC